FC1=CC(=CC2=C1OCO2)C=2C=C1C(=NC2)N(N=C1NC(=O)C=1C=NSC1)CCC(C)(C)O N-(5-(7-fluorobenzo[d][1,3]dioxol-5-yl)-1-(3-hydroxy-3-methylbutyl)-1H-pyrazolo[3,4-b]pyridin-3-yl)isothiazole-4-carboxamide